C(C)(C)(C)OC(N[C@@H]1CC[C@H](CC1)OC=1C=CC2=C(CC(C=3C(=NC=NC23)N)(C)C)C1N(CC)CC)=O N-[trans-4-[[4-amino-7-(diethylamino)-5,5-dimethyl-6H-benzo[H]quinazolin-8-yl]oxy]cyclohexyl]carbamic acid tert-butyl ester